CC(C(C)C(=O)O)(C(C)C(=O)O)C(=O)O 3-Methyl-2,3,4-pentanetricarboxylic acid